NC1=CC(C(C=C1)C=C)=NO (4-aminooximinophenyl)ethylene